5-(benzyloxy)-2-(ethylthio)benzaldehyde C(C1=CC=CC=C1)OC=1C=CC(=C(C=O)C1)SCC